O1CCN(CC1)C1=CC(=NC=N1)N[C@@H]1CC[C@H](CC1)NC1=CC=CC=C1 Trans-N1-(6-morpholinopyrimidin-4-yl)-N4-phenylcyclohexane-1,4-diamine